BrC=1C=C2C(=NC1)N(N=C2C(C)C)C 5-bromo-3-isopropyl-1-methyl-1H-pyrazolo[3,4-b]pyridine